OC1(C(C=CC=C1)(C(C(=O)[O-])I)CCNC)C(C(=O)[O-])I 1-hydroxy-2-(methylamino-ethyl)-1,2-phenylenebis(2-iodoacetate)